1,1,3,3,5,5-hexamethyl-2,4-di-oxa-9-aza-1,3,5-trisilacyclononane C[Si]1(O[Si](O[Si](CCCN1)(C)C)(C)C)C